F.[P] phosphorus compound with hydrofluoric acid